3-(6-Chloro-9-ethyl-1-methyl-9H-pyrido[3,4-b]indol-8-yl)-benzamide ClC=1C=C2C3=C(N(C2=C(C1)C=1C=C(C(=O)N)C=CC1)CC)C(=NC=C3)C